CC=1C=C(C=CC1C)C1=CC=C(C(=N1)OC)C=1N[C@]2(CN1)CS(C=C2)(=O)=O (R)-2-(6-(3,4-dimethylphenyl)-2-methoxypyridin-3-yl)-7-thia-1,3-diazaspiro[4.4]nona-2,8-diene 7,7-dioxide